C(C)C1CN(CCO1)C1=CC=C(C(=N1)C)NC=1C=C2CNC(NC2=CC1)=O 6-{[6-(2-ethylmorpholin-4-yl)-2-methylpyridin-3-yl]amino}-3,4-dihydro-1H-quinazolin-2-one